C1CCC2=C(C=3CCCC3C=C12)NC(=O)NS(=O)(=O)\C=C\CN(S(=O)(=O)C)C (E)-N-((1,2,3,5,6,7-hexahydro-s-indacen-4-yl)carbamoyl)-3-(N-methylmethylsulfonamido)prop-1-ene-1-sulfonamide